1-Bromo-5-(2-methylpyridin-3-yl)-7-(trifluoromethyl)imidazo[1,2-a]quinoxalin-4(5H)-one BrC1=CN=C2N1C1=CC=C(C=C1N(C2=O)C=2C(=NC=CC2)C)C(F)(F)F